C(C)(C)(C)C=1C=C(CN2C(N(C(N(C2=O)CC2=CC(=C(C(=C2)C(C)(C)C)O)C(C)(C)C)=O)CC2=CC(=C(C(=C2)C(C)(C)C)O)C(C)(C)C)=O)C=C(C1O)C(C)(C)C 1,3,5-tri(3,5-di-tert-butyl-4-hydroxybenzyl)-1,3,5-triazinane-2,4,6-trione